N,N-Diacetylspermidine C(C)(=O)N(CCCCNCCCN)C(C)=O